3-(3-Chloropropyl)-1H-4,2,1-benzoxathiazin-2,2-dioxid ClCCCC1S(NC2=C(O1)C=CC=C2)(=O)=O